FC(C(=O)O)(F)F.CON=C1CCNCC1 N-methoxypiperidine-4-imine trifluoroacetic acid Salt